2-(3,5-Dichloro-4-((1-oxo-2-(4-(trifluoromethyl)benzyl)-1,2,3,4-tetrahydroisoquinoline-6-yl)oxy)phenyl)-3,5-dioxo-2,3,4,5-tetrahydro-1,2,4-triazine-6-carboxylic acid ClC=1C=C(C=C(C1OC=1C=C2CCN(C(C2=CC1)=O)CC1=CC=C(C=C1)C(F)(F)F)Cl)N1N=C(C(NC1=O)=O)C(=O)O